C(C)(C)(C)OC(=O)N[C@@H]([C@@H](C(=O)O)C)C1=CC=C(C=C1)Cl (2s,3s)-3-{[(tert-butoxy)carbonyl]amino}-3-(4-chlorophenyl)-2-methylpropanoic acid